FC(F)C=1N=NOC1 Difluoromethyloxadiazole